FC1=CC(=C2C=C(N(C2=C1F)CCNC1=NC=NC(=C1)C1=CC=C(C=C1)C=1N=C(NC1)C)C)C [2-(6,7-Difluoro-2,4-dimethyl-indol-1-yl)-ethyl]-{6-[4-(2-methyl-1H-imidazol-4-yl)-phenyl]-pyrimidin-4-yl}-amin